(3Z)-3-[(dimethylamino)methylene]-4-oxocyclopentane-1-carboxylic acid ethyl ester C(C)OC(=O)C1C/C(/C(C1)=O)=C/N(C)C